COC1=CC=C(C2=C1NC(=N2)N2C=NC=C2)C2=CC=CC=C2 N-(7-methoxy-4-phenyl-1H-1,3-benzodiazol-2-yl)-1H-imidazole